3-Bromo-1-(3-cyclopropyloxyphenyl)-5-isobutyl-1H-pyrazole BrC1=NN(C(=C1)CC(C)C)C1=CC(=CC=C1)OC1CC1